C(C=C)(=O)N1[C@H](CN(CC1)C1=CC(=NC=2CN(CCC12)C1=CC=CC2=CC=CC=C12)C(=O)N[C@@H](CN)C)CC#N 4-((S)-4-acryloyl-3-(cyanomethyl)piperazin-1-yl)-N-((R)-1-aminopropan-2-yl)-7-(naphthalen-1-yl)-5,6,7,8-tetrahydro-1,7-naphthyridine-2-carboxamide